N-(1-(1-((3-azaspiro[5.5]undec-9-yl)methyl)piperidin-4-yl)-3-(difluoromethyl)-1H-pyrazol-4-yl)-5-((1R,4R)-2-oxa-5-azabicyclo[2.2.1]hept-5-yl)pyrazolo[1,5-a]pyrimidine C1CNCCC12CCC(CC2)CN2CCC(CC2)N2N=C(C(=C2)N2CC=C1N2C=CC(=N1)N1[C@H]2CO[C@@H](C1)C2)C(F)F